5,9,10-trimethyl-5-((triethylsilyl)methyl)benzo[4,5]imidazo[2,1-a]isoquinolin-6(5H)-one CC1(C(N2C(C=3C=CC=CC13)=NC1=C2C=C(C(=C1)C)C)=O)C[Si](CC)(CC)CC